2-oxo-2-((1,1,1-trifluoro-2-methylpropan-2-yl)amino)acetic acid ethyl ester C(C)OC(C(NC(C(F)(F)F)(C)C)=O)=O